CC1C(CCCC1C)NCCC#N 2,3-dimethyl-mono-cyanoethyl-cyclohexylamine